tert-butyl(8-hydroxyoctyl)carbamate C(C)(C)(C)OC(NCCCCCCCCO)=O